tert-butyl (4-(2-(2,6-dioxopiperidin-3-yl)-1-oxoisoindolin-4-yl)but-3-yn-1-yl)carbamate O=C1NC(CCC1N1C(C2=CC=CC(=C2C1)C#CCCNC(OC(C)(C)C)=O)=O)=O